ethyl 1-amino-5-bromo-3-methyl-6-oxo-1,6-dihydropyridine-2-carboxylate NN1C(=C(C=C(C1=O)Br)C)C(=O)OCC